N1C=NC2=C1C=CC(=C2)NC(CN)C2=CC=C(C=C2)C=2SC=C(N2)C(F)(F)F N1-(1H-Benzimidazol-5-yl)-1-{4-[4-(trifluoromethyl)-1,3-thiazol-2-yl]phenyl}ethane-1,2-diamine